(S)-2-((S)-2-(3-(2-(2,5-dioxo-2,5-dihydro-1H-pyrrol-1-yl)ethoxy)propanamido)-3-methylbutanamido)-N-(4-(hydroxymethyl)phenyl)-5-ureidopentanamide O=C1N(C(C=C1)=O)CCOCCC(=O)N[C@H](C(=O)N[C@H](C(=O)NC1=CC=C(C=C1)CO)CCCNC(=O)N)C(C)C